CC1=NC(=CC(=N1)NC1=NC=C(C(=O)NOCC)C(=C1)NC1=C(C(=CC=C1)C1=NC=CN=C1)OC)C 6-((2,6-dimethyl-pyrimidin-4-yl)amino)-N-ethoxy-4-((2-methoxy-3-(pyrazin-2-yl)-phenyl)amino)nicotinamide